C(N(CC(=O)[O-])CC(=O)[O-])CN(CC(=O)[O-])CC(=O)[O-].[Na+].[Na+].[Zn+2] zinc disodium edetate